Cl.FC1(C2COCC1CNC2)F 9,9-Difluoro-3-oxa-7-azabicyclo[3.3.1]nonane hydrochloride